CC(C)N1N=NC2=C1C=CC(=C2)C(=O)[O-] 1-(propan-2-yl)-1H-1,2,3-benzotriazole-5-carboxylate